OC1=CC(=C(C(=C1)C)CCC(=O)O)C 3-(4-hydroxy-2,6-dimethylphenyl)propanoic acid